C1(CC1)COCC1CN(CCC1)C1CCN(CC1)C=1SC(=CN1)C(=O)NCC1=NC=C(C=C1F)F 2-{3-[(cyclopropylmethoxy)methyl][1,4'-bipiperidin]-1'-yl}-N-[(3,5-difluoropyridin-2-yl)methyl]-1,3-thiazole-5-carboxamide